OC1=C(C=CC=C1O)C1=CC=CC=C1 2,3-dihydroxy-biphenyl